spiro[cyclopentane-1,9'-fluorene]-2'-amine C1=C(C=CC=2C3=CC=CC=C3C3(C12)CCCC3)N